ClC=1C=C(C=CC1F)C1=CN=C2SC(=NN21)NCCN2CCOCC2 5-(3-chloro-4-fluoro-phenyl)-N-(2-morpholino-ethyl)imidazo[2,1-b][1,3,4]thiadiazol-2-amine